OC1(CCN(CC12CCCC2)C(C[C@H](C)C2=CC=CC=C2)=O)CN2C=C(C(=CC2=O)C2=CC=CC=C2)C(=O)N(C)C 1-((10-hydroxy-7-((S)-3-phenylbutyryl)-7-azaspiro[4.5]decan-10-yl)methyl)-N,N-dimethyl-6-oxo-4-phenyl-1,6-dihydropyridine-3-carboxamide